rel-(R)-8-(Benzyloxy)-6-chloro-1-(methylimino)-1,2,3,4-tetrahydro-1λ4-thiopyrano[3,2-b]pyridine 1-oxide C(C1=CC=CC=C1)OC1=C2C(=NC(=C1)Cl)CCC[S@@]2(=NC)=O |o1:18|